N1=CC=C(C=C1)C1=C(C=CC=C1N)N pyridin-4-ylbenzene-1,3-diamine